2-ethynyl-N-(4-(1-methyl-2-oxoindol-4-yl)phenethyl)thiazole-4-carboxamide C(#C)C=1SC=C(N1)C(=O)NCCC1=CC=C(C=C1)C1=C2CC(N(C2=CC=C1)C)=O